tert-butyl 2-(2,2-difluorocyclopropane-1-carbonyl)-7-(hydroxymethyl)-2,6-diazaspiro[3.6]decane-6-carboxylate FC1(C(C1)C(=O)N1CC2(C1)CN(C(CCC2)CO)C(=O)OC(C)(C)C)F